CN(C)CC1(CN(C1)C(=O)OC(C)(C)C)F tert-butyl 3-((dimethylamino) methyl)-3-fluoroazetidine-1-carboxylate